3-(5-(6-(azetidin-1-ylmethyl)imidazo[1,2-a]pyridin-8-yl)-1-oxoisoindolin-2-yl)piperidine-2,6-dione N1(CCC1)CC=1C=C(C=2N(C1)C=CN2)C=2C=C1CN(C(C1=CC2)=O)C2C(NC(CC2)=O)=O